tert-butyl N-[(3R,4R)-1-[6-[[1-(3-aminopropyl)-3-methoxy-pyrazol-4-yl] amino]-9-methyl-purin-2-yl]-4-fluoropyrrolidin-3-yl]carbamate NCCCN1N=C(C(=C1)NC1=C2N=CN(C2=NC(=N1)N1C[C@H]([C@@H](C1)F)NC(OC(C)(C)C)=O)C)OC